N-BOCquinazolinone C(=O)(OC(C)(C)C)N1C(N=CC2=CC=CC=C12)=O